2-(methoxymethyl)-8-methyl-7-(3-(o-tolyl)-7,8-dihydro-1,6-naphthyridin-6(5H)-yl)-4H-pyrimido[1,2-b]pyridazin-4-one COCC=1N=C2N(N=C(C(=C2)C)N2CC=3C=C(C=NC3CC2)C2=C(C=CC=C2)C)C(C1)=O